C(C)(C)(C)OC(=O)C1=C(C=C(C=C1)C1=C(NC(=C1C1=C(C=C(C=C1)[N+](=O)[O-])C)C)C(=O)O)F 3-(4-tert-butoxycarbonyl-3-fluoro-phenyl)-5-methyl-4-(2-methyl-4-nitro-phenyl)-1H-pyrrole-2-carboxylic acid